(R)-4-((tert-Butoxycarbonyl)amino)-5,5-difluoropentanoic acid C(C)(C)(C)OC(=O)N[C@H](CCC(=O)O)C(F)F